(cyclopentyloxy)-5-(N,N-dimethylsulfamoyl)-4-((8,8,8-trifluorooctyl)amino)benzoic acid methyl ester COC(C1=C(C=C(C(=C1)S(N(C)C)(=O)=O)NCCCCCCCC(F)(F)F)OC1CCCC1)=O